1-[3-(1-Hydroxyethyl)-6-[5-[(6-methylpyridazin-3-yl)amino]benzimidazol-1-yl]-2-pyridyl]-N,5-dimethyl-pyrazole-3-carboxamide OC(C)C=1C(=NC(=CC1)N1C=NC2=C1C=CC(=C2)NC=2N=NC(=CC2)C)N2N=C(C=C2C)C(=O)NC